FC(C=1C=C(C=C(C1)C(F)(F)F)PC1=CC(=CC(=C1)C(F)(F)F)C(F)(F)F)(F)F bis(3,5-bis-trifluoromethylphenyl)phosphine